tert-butyl ((6-(2-((6-bromoquinolin-3-yl)oxy)ethoxy)pyridin-2-yl)methyl)carbamate BrC=1C=C2C=C(C=NC2=CC1)OCCOC1=CC=CC(=N1)CNC(OC(C)(C)C)=O